BrC1=CC=C(OCCN2CCC3(CC2)C(NC2=CC=C(C=C23)Cl)=O)C=C1 1'-[2-(4-bromophenoxy)ethyl]-5-chloro-1,2-dihydrospiro[indole-3,4'-piperidin]-2-one